ClC=1C=CC=C2[C@H](CCOC12)NC(=O)NC=1N=C(SC1)C=1C=NN(C1)CC(F)F 1-[(4S)-8-chlorochroman-4-yl]-3-[2-[1-(2,2-difluoroethyl)pyrazol-4-yl]thiazol-4-yl]urea